BrC(S(=O)(=O)[O-])(Br)Br tribromomethansulfonate